6-[5-[(1S)-1-aminoethyl]-3-cyclopropyl-1,2,4-triazol-1-yl]pyrimidine-4-carboxamide hydrochloride Cl.N[C@@H](C)C1=NC(=NN1C1=CC(=NC=N1)C(=O)N)C1CC1